(1CS)-format C(=O)[O-]